2-Chloro-2-(2-chlorophenyl)-N-phenylacetamide ClC(C(=O)NC1=CC=CC=C1)C1=C(C=CC=C1)Cl